benzyl (6S)-6-{[7-cyclopropyl-2-(4-methoxyphenyl) [1,2,4]triazolo[1,5-c]quinazolin-5-yl]amino}-5-oxo-1,4-diazepane-1-carboxylate C1(CC1)C1=CC=CC=2C=3N(C(=NC12)N[C@@H]1C(NCCN(C1)C(=O)OCC1=CC=CC=C1)=O)N=C(N3)C3=CC=C(C=C3)OC